sodium trifluoro-[[(2-methoxybenzoyl)amino]methyl]borohydride F[B-](CNC(C1=C(C=CC=C1)OC)=O)(F)F.[Na+]